(5R,6R,8R,9R)-8-(4-((tert-butoxycarbonyl)amino)-6-chloro-1H-pyrazolo[3,4-d]pyrimidin-1-yl)-6-(hydroxymethyl)-2,2-dimethyl-1,3,7-trioxaspiro[4.4]nonan-9-yl acetate C(C)(=O)O[C@H]1[C@@H](O[C@@H]([C@]12COC(O2)(C)C)CO)N2N=CC=1C2=NC(=NC1NC(=O)OC(C)(C)C)Cl